C1[C@H](OC2=C(C1=O)C=CC(=C2)O)C3=CC(=C(C=C3)O)O The molecule is a trihydroxyflavanone in which the three hydroxy substituents are located at positions 3', 4' and 7. It is found in Acacia mearnsii, Vernonia anthelmintica and Dalbergia odorifera and has a protective affect against oxidative stress-induced mitochondrial dysfunction. It has a role as an antioxidant, a protective agent and a metabolite. It is a trihydroxyflavanone and a member of 4'-hydroxyflavanones.